CNC([O-])=O methyLcarbamate